benzoic acid cyclooctyl ester C1(CCCCCCC1)OC(C1=CC=CC=C1)=O